t-butyl-carbonic acid C(C)(C)(C)OC(O)=O